CS(=O)(=O)N[C@@H]1[C@@H](N(CCC1)C(=O)OC)COC1CC(CC1)OC1=CC=CC=C1 methyl cis-3-((methylsulfonyl) amino)-2-(((3-phenoxycyclopentyl) oxy)methyl)-piperidine-1-carboxylate